3-[[4-[(2R)-2-[bis[(5-bromo-2-pyridyl)methyl]amino]-4,4-dimethyl-pentoxy]-6-(2,6-dimethylphenyl)pyrimidin-2-yl]-(methoxymethyl)sulfamoyl]benzoic acid BrC=1C=CC(=NC1)CN([C@@H](COC1=NC(=NC(=C1)C1=C(C=CC=C1C)C)N(S(=O)(=O)C=1C=C(C(=O)O)C=CC1)COC)CC(C)(C)C)CC1=NC=C(C=C1)Br